ONC(=N)C=1C=NN(C1)C N-hydroxy-1-methyl-1H-pyrazole-4-carboximidamide